N-[2-(dimethylamino)ethyl]-2'-ethoxy-5-[(2R)-2-ethylpiperazin-1-yl]-[2,3'-bipyridine]-6-carboxamide CN(CCNC(=O)C1=C(C=CC(=N1)C=1C(=NC=CC1)OCC)N1[C@@H](CNCC1)CC)C